ClC=1C=C2C(=NC(=NC2=C(C1C=1C(=CC=C2C=NNC12)C)F)OC1CCN(CC1)C1CC1)N1CCN(CC1)C(C=C)=O 1-(4-(6-chloro-2-((1-cyclopropyl-piperidin-4-yl)oxy)-8-fluoro-7-(6-methyl-1H-indazol-7-yl)quinazolin-4-yl)piperazin-1-yl)prop-2-en-1-one